O.C=O methanone, hydrate